N-[4-(2,4-dihydroxyphenyl)pentanoyl]leucine OC1=C(C=CC(=C1)O)C(CCC(=O)N[C@@H](CC(C)C)C(=O)O)C